OC1=C(C(=CC(=C1S(=O)(=O)N(C)C)CCC)O)C1CCCC(=C1)C 2,6-dihydroxy-N,N,5'-trimethyl-4-propyl-1',2',3',4'-tetrahydro-[1,1'-biphenyl]-3-sulfonamide